2-Bromo-1-(2-methoxy-3-nitrophenyl)propan-1-one BrC(C(=O)C1=C(C(=CC=C1)[N+](=O)[O-])OC)C